ClC=1C=CC=C2C(C=C(OC12)C1=C(OCCC(=O)O)C=C(C(=C1)C)OC)=O 3-[2-(8-chloro-4-oxo-chromen-2-yl)-5-methoxy-4-methyl-phenoxy]propanoic acid